FC=1C(=CC=C2C(=NC(=NC12)OC[C@H]1N(CCC1)C)N1C[C@@H](NCC1)CC#N)C1=CC=CC2=CC=CC(=C12)Cl 2-((S)-4-(8-fluoro-7-(8-chloronaphthalen-1-yl)-2-(((S)-1-methylpyrrolidin-2-yl)methoxy)quinazolin-4-yl)piperazin-2-yl)acetonitrile